Methyl 6-((1-acetylazetidin-3-yl) amino)-2-chloropyrimidine-4-carboxylate C(C)(=O)N1CC(C1)NC1=CC(=NC(=N1)Cl)C(=O)OC